C(CCCCCCCCCCC)C1=C(C=CC=C1)I (dodecylphenyl) iodide